3-hydroxymethyl-8-carboxy-tricyclo[5.2.1.02,6]Decane OCC1C2C3CC(C(C2CC1)C3)C(=O)O